OC1CCN(CC1)N1C(=NC2=C1CN(C2)C(=O)N2CC=1N(C(=NC1C2)C2=NC=CC(=C2)C2=C(N=C1N2CCC1)C1=NC(=CC=C1)C)N1CCC(CC1)O)C1=NC=CC(=C1)C1=C(N=C2N1CCC2)C2=NC(=CC=C2)C (4-Hydroxypiperidin-1-yl)(2-(4-(2-(6-methylpyridin-2-yl)-6,7-dihydro-5H-pyrrolo[1,2-a]imidazol-3-yl)pyridin-2-yl)-4,6-dihydropyrrolo[3,4-d]imidazol-5(1H)-yl)ketone